(2-((5-Chloro-2-((4-(7-(dimethylamino)-2-azaspiro[3.5]non-2-yl)-5-ethyl-2-methoxyphenyl)amino)pyrimidin-4-yl)amino)-4,5-dimethylphenyl)dimethylphosphine oxide ClC=1C(=NC(=NC1)NC1=C(C=C(C(=C1)CC)N1CC2(C1)CCC(CC2)N(C)C)OC)NC2=C(C=C(C(=C2)C)C)P(C)(C)=O